trans-4-((3-(2-Cyclopropylthiazol-5-yl)phenyl)((trans-4-(indolizin-2-yl)cyclohexyl)methyl)carbamoyl)cyclohexyl 3-hydroxyazetidine-1-carboxylate OC1CN(C1)C(=O)O[C@@H]1CC[C@H](CC1)C(N(C[C@@H]1CC[C@H](CC1)C=1C=C2C=CC=CN2C1)C1=CC(=CC=C1)C1=CN=C(S1)C1CC1)=O